C1(CC1)C1=CC(=CC(=C1)C)OC 1-cyclopropyl-3-methoxy-5-methyl-benzene